S1C(NCC1)C=1C=C(C=CC1)O 3-(thiazolidine-2-yl)phenol